BrC1=CC=C(C=C1)NS(=O)(=O)C=1C=C(C=CC1)NC(=O)C1=CC2=C(SCC(N2)=O)C=C1 N-(3-(N-(4-bromophenyl)sulfamoyl)phenyl)-3-oxo-3,4-dihydro-2H-benzo[b][1,4]thiazine-6-carboxamide